2-(methylthio)pyridine-4-carbaldehyde CSC1=NC=CC(=C1)C=O